(6S)-4-(7-(8-ethyl-7-fluoro-3-(methoxymethoxy)naphthalen-1-yl)-8-fluoro-5-methoxy-2-(methylsulfinyl)pyrido[4,3-d]pyrimidin-4-yl)-6-methyl-1,4-oxazepan-6-ol C(C)C=1C(=CC=C2C=C(C=C(C12)C1=C(C=2N=C(N=C(C2C(=N1)OC)N1CCOC[C@](C1)(O)C)S(=O)C)F)OCOC)F